ClC1=CC2=C(N=C(N(C2=O)C)C)C(=N1)C1=C(C=C(C=C1)F)F 6-chloro-8-(2,4-difluorophenyl)-2,3-dimethyl-pyrido[3,4-d]pyrimidin-4-one